C(C)(C)(C)OC(=O)N1CCC2(CCC2NS(=O)(=O)C2=CC=C(C3=CC=CC=C23)NC(C2=C(C=CC=C2)C)=O)CC1 1-(4-(2-methylbenzamido)naphthalene-1-sulfonylamino)-7-azaspiro[3.5]nonane-7-carboxylic acid tert-butyl ester